7-bromoThieno[3,2-d]pyrimidine-2,4(1H,3H)-dione sodium (S,16Z,19Z,22Z,27E,31Z)-29-hydroxytetratriaconta-16,19,22,27,31-pentaen-25-ynoate O[C@H](/C=C/C#CC\C=C/C\C=C/C\C=C/CCCCCCCCCCCCCCC(=O)[O-])C\C=C/CC.[Na+].BrC1=CSC2=C1NC(NC2=O)=O